3-(chloromethyl)-1-methylpyrazole ClCC1=NN(C=C1)C